dipotassium undecanedioate C(CCCCCCCCCC(=O)[O-])(=O)[O-].[K+].[K+]